Ethyl 1-(4-{[(2-chlorophenyl) acetyl] amino}-2-sulfamoylphenyl)-1H-pyrazole-4-carboxylate ClC1=C(C=CC=C1)CC(=O)NC1=CC(=C(C=C1)N1N=CC(=C1)C(=O)OCC)S(N)(=O)=O